6-Bromo-N-[(3R)-3-piperidyl]-1,2,4-triazin-3-amine BrC1=CN=C(N=N1)N[C@H]1CNCCC1